((2-(((S)-1-((S)-4-acetyl-2-((S)-3-phenylpyrrolidine-1-carbonyl)piperazin-1-yl)-3,3-dimethyl-1-oxobutan-2-yl)carbamoyl)benzo[b]thiophen-5-yl)difluoromethyl)phosphonic acid C(C)(=O)N1C[C@H](N(CC1)C([C@H](C(C)(C)C)NC(=O)C1=CC2=C(S1)C=CC(=C2)C(F)(F)P(O)(O)=O)=O)C(=O)N2C[C@@H](CC2)C2=CC=CC=C2